3-[1-(4-[1,4]diazepan-1-yl-phenyl)-1H-[1,2,3]triazol-4-yl]-6-fluoro-1H-[1,8]naphthyridin-2-one N1(CCNCCC1)C1=CC=C(C=C1)N1N=NC(=C1)C=1C(NC2=NC=C(C=C2C1)F)=O